2-(2,6-dioxopiperidin-3-yl)-5-(6-(2-(4-((1-(5-(5-methyl-5H-pyrido[4,3-b]indol-7-yl)pyridin-2-yl)azetidin-3-yl)oxy)piperidin-1-yl)ethyl)-2-azaspiro[3.3]heptan-2-yl)isoindoline-1,3-dione O=C1NC(CCC1N1C(C2=CC=C(C=C2C1=O)N1CC2(C1)CC(C2)CCN2CCC(CC2)OC2CN(C2)C2=NC=C(C=C2)C=2C=CC=1C3=C(N(C1C2)C)C=CN=C3)=O)=O